OCCCC1=C(C=C(C=O)C=C1OC)OC 4-(3-hydroxy-propyl)-3,5-dimethoxybenzaldehyde